2-((3R,4R,6R)-4-(3,4-difluoro-2-methylphenyl)-6-methyl-6-(trifluoromethyl)tetrahydro-2H-pyran-3-yl)-1,6-naphthyridin-4(1H)-one FC=1C(=C(C=CC1F)[C@H]1[C@@H](CO[C@](C1)(C(F)(F)F)C)C=1NC2=CC=NC=C2C(C1)=O)C